C1=CC=C(C=2OC3=C(C21)C=CC=C3)C=3OC(=CC(C3)=O)N3CCOCC3 2-Dibenzofuran-4-yl-6-morpholin-4-yl-pyran-4-one